3-chloro-1-[(cyanomethyl)amino]-7-{[6-(difluoromethoxy)-2-methylpyridin-3-yl]methyl}-5,5-dimethyl-6,8-dihydro-2,7-naphthyridine-4-carbonitrile ClC=1N=C(C=2CN(CC(C2C1C#N)(C)C)CC=1C(=NC(=CC1)OC(F)F)C)NCC#N